2,6-diethyl-3,5-difluoro-4-methylbenzyl (1R)-trans-3-(1-propenyl)-2,2-dimethylcyclopropanecarboxylate C(=CC)[C@H]1C([C@@H]1C(=O)OCC1=C(C(=C(C(=C1CC)F)C)F)CC)(C)C